N-(benzyloxycarbonyl)serine C(C1=CC=CC=C1)OC(=O)N[C@@H](CO)C(=O)O